(S)-(2-(3,4-dimethylpiperazin-1-yl)pyridin-3-yl)methanamine C[C@H]1CN(CCN1C)C1=NC=CC=C1CN